(+/-)-(1S,3S)-3-(4-(4-((3-cyclopentyl-3-methylureido)methyl)-3-methylisothiazol-5-yl)phenoxy)cyclohexane-1-carboxylic acid C1(CCCC1)N(C(NCC=1C(=NSC1C1=CC=C(O[C@@H]2C[C@H](CCC2)C(=O)O)C=C1)C)=O)C |r|